NCC=1C=CC(=NC1)C1=C(C=C(C#N)C=C1)C(=O)C=1N(N=C(C1)N1CCOCC1)C 4-[5-(aminomethyl)pyridin-2-yl]-3-(2-methyl-5-morpholin-4-ylpyrazole-3-carbonyl)benzonitrile